C1N(CC12CCC2)C(=O)C2=CC=C(C=C2)C2=C(N(C=1N=CN=C(C12)N)C)C1=CC=C(C=C1)NC(C(=C)C)=O N-(4-(5-(4-(2-azaspiro[3.3]heptane-2-carbonyl)phenyl)-4-amino-7-methyl-7H-pyrrolo[2,3-d]pyrimidin-6-yl)phenyl)methacrylamide